C1(=CC=C(C=C1)NC=1C(=CC=CC1)C1=CC=CC=C1)C1=CC=CC=C1 N-([1,1'-biphenyl]-4-yl)-(1,1'-biphenyl)-2-amine